FC=1C(=CC=C2C(CCOC12)=O)OC1=CC=C(C=C1)C(F)(F)F 8-fluoro-7-{4-(trifluoromethyl)phenoxy}chroman-4-one